disodium diisopropanoate trithiocarbonate C([S-])([S-])=S.C(C(=O)O)C.C(C(=O)O)C.[Na+].[Na+]